CN1N=CC=C1CC(=O)O (1-METHYL-1H-PYRAZOL-5-YL)ACETIC ACID